ClC1=C(OC2=NC(=NC(=C2)C2=CC=CC=C2)NS(=O)(=O)C2=CC=CC=C2)C(=CC=C1)C N-[4-(2-chloro-6-methyl-phenoxy)-6-phenyl-pyrimidin-2-yl]benzenesulfonamide